5-(4-chloro-2-fluorophenyl)-7-(3,4-dihydro-2,7-naphthyridin-2(1H)-yl)-2,3-dimethylpyrido[4,3-d]pyrimidin-4(3H)-one ClC1=CC(=C(C=C1)C1=NC(=CC=2N=C(N(C(C21)=O)C)C)N2CC1=CN=CC=C1CC2)F